FC(CN1C(=NC=2C1=NC(=CC2)C2=CNC=1N=C(N=CC12)NC(C)C)C)F 5-(3-(2,2-difluoroethyl)-2-methyl-3H-imidazo[4,5-b]pyridin-5-yl)-N-isopropyl-7H-pyrrolo[2,3-d]pyrimidin-2-amine